C(CCCCCCCCCCCCCCCCCCCCCCC)C(C(=O)O)CCCCCCCCCCCCCCCCCCCCCC Lignoceryl-(lignoceric acid)